COC(=O)C=1SC(=C2C1N(CC(C2)(F)F)C[C@@H](C2OCCCC2)NC(=O)OC(C)(C)C)Br methyl-5-bromo-1-((2S)-2-((tert-butoxycarbonyl)amino)-2-(tetrahydro-2H-pyran-2-yl)ethyl)-3,3-difluoro-1,2,3,4-tetrahydrothieno[3,4-b]pyridine-7-carboxylate